C(CC)NC=1SC2=C(N1)C=CC1=CC=CC=C12 N-propylnaphtho[2,1-d]thiazol-2-amine